Butyl N-[6,7-dichloro-2-ethyl-1-oxo-10-(1-tetrahydropyran-2-ylpyrazol-4-yl)-3,4-dihydropyrazino[1,2-a]indol-9-yl]carbamate ClC1=C(C=C(C=2C(=C3N(C12)CCN(C3=O)CC)C=3C=NN(C3)C3OCCCC3)NC(OCCCC)=O)Cl